C(#N)C=1C=C(C=CC1F)NC(N(C)[C@@H]1C=2C3=C(C(NC2CNC1)=O)C=C(C=C3)F)=O (R)-3-(3-cyano-4-fluorophenyl)-1-(8-fluoro-6-oxo-1,2,3,4,5,6-hexahydrobenzo[c][1,7]naphthyridin-1-yl)-1-methylurea